Cl.COC1=C(C=CC=C1)O 2-methoxy-phenol hydrochloride